bis[4-(4-maleimidophenoxy)-3,5-dimethyl-α,α-dimethylbenzyl]benzene C1(C=CC(N1C1=CC=C(OC2=C(C=C(C(C)(C)C3=C(C=CC=C3)C(C3=CC(=C(C(=C3)C)OC3=CC=C(C=C3)N3C(C=CC3=O)=O)C)(C)C)C=C2C)C)C=C1)=O)=O